3-((2-(3-(5-cyanopyrazin-2-ylamino)isoxazol-5-yl)phenoxy)methyl)azetidine-1-carboxylic acid tert-butyl ester C(C)(C)(C)OC(=O)N1CC(C1)COC1=C(C=CC=C1)C1=CC(=NO1)NC1=NC=C(N=C1)C#N